tert-butyl 3-[4-(4,4,5,5-tetramethyl-1,3,2-dioxaborolan-2-yl)-1H-pyrazol-1-yl]pyrrolidine-1-carboxylate CC1(OB(OC1(C)C)C=1C=NN(C1)C1CN(CC1)C(=O)OC(C)(C)C)C